NC1=CC2=CN(N=C2C=C1OC)C1CCC(CC1)CO [(1r,4r)-4-(5-amino-6-methoxyindazol-2-yl)cyclohexyl]methanol